5-((4-(4-azidobutyl)-6-fluoro-1-tosyl-1H-indol-5-yl)oxy)-2-fluorobenzonitrile N(=[N+]=[N-])CCCCC1=C2C=CN(C2=CC(=C1OC=1C=CC(=C(C#N)C1)F)F)S(=O)(=O)C1=CC=C(C)C=C1